The molecule is a member of the class of pyrazoles that is N-methylpyrazole substituted by a carboxy group at position 4. It has a role as a metabolite. It is a member of pyrazoles and a monocarboxylic acid. It derives from a N-methylpyrazole. CN1C=C(C=N1)C(=O)O